cis-nonenol C(=C/CCCCCCC)/O